tert-butyl (4-(2-hydroxyethyl) phenyl) carbonate C(OC(C)(C)C)(OC1=CC=C(C=C1)CCO)=O